COC1=C(C(=O)O)C=CC=C1 L-2-methoxybenzoic acid